OC1=C(C(C23C1(C(CC3C(C(C2)C(C)(C)O)(C)C)=O)O)=O)C(C(CC)C)=O 3,3a-dihydroxy-7-(1-hydroxy-1-methylethyl)-6,6-dimethyl-2-(2-methylbutanoyl)-5a,6,7,8-tetrahydro-3aH,5H-cyclopenta[c]pentalene-1,4-dione